C(C)(C)(C)OC(=O)N(C1=CN=C(N1C)C(=O)OCC)C(=O)OC(C)(C)C ethyl 5-(bis(tert-butoxycarbonyl) amino)-1-methyl-1H-imidazole-2-carboxylate